C(#N)C1=CC=C(C=C1)C(C)N1CC(N(C2(CN(C2)C(=O)NC)C1=O)CC1=CC=C(C=C1)C(F)(F)F)=O 8-(1-(4-cyanophenyl)ethyl)-N-methyl-6,9-dioxo-5-(4-(trifluoromethyl)benzyl)-2,5,8-triazaspiro[3.5]-nonane-2-carboxamide